BrC=1C(=C(C=CC1)[C@@H](C)NC1=C(C(=NC(=N1)C)CC(=O)NC1CCOCC1)C1OCCO1)C (R)-2-(6-((1-(3-bromo-2-methylphenyl)ethyl)amino)-5-(1,3-dioxolan-2-yl)-2-methylpyrimidin-4-yl)-N-(tetrahydro-2H-pyran-4-yl)acetamide